6-(4,4,5,5-tetramethyl-1,3,2-dioxaborolan-2-yl)quinolin-4-ol CC1(OB(OC1(C)C)C=1C=C2C(=CC=NC2=CC1)O)C